NC=1N=C(SC1C(C1=CC=C(C=C1)C)=O)N(C(OC(C)(C)C)=O)C1=CC=C(C=C1)F tert-butyl N-[4-amino-5-(4-methylbenzoyl)thiazol-2-yl]-N-(4-fluorophenyl)carbamate